COC12CCC(CC1)(C2)N2CC(N(C=1C=NC(=NC21)NC=2C(=CC=1N(C2)N=CN1)C)C)=O 8-(4-methoxybicyclo[2.2.1]heptan-1-yl)-5-methyl-2-((7-methyl-[1,2,4]triazolo[1,5-a]pyridin-6-yl)amino)-7,8-dihydropteridin-6(5H)-one